3-aminobutyl-(dimethylethoxysilane) NC(CC[Si](OCC)(C)C)C